C(C(=O)O)(=O)O.N1(CCC12CNC2)C(=O)OC(C)(C)C tert-butyl 1,6-diazaspiro[3.3]heptane-1-carboxylate oxalate salt